C2-butoxy-7-(3-methyl-4-(piperidin-4-yl)benzyl)imidazo[2,1-f][1,2,4]triazin-4-amine C(CCC)OC1=NN2C(C(=N1)N)=NC=C2CC2=CC(=C(C=C2)C2CCNCC2)C